8-bromo-5-(1,1-difluoroethyl)-4,5-dihydronaphtho[2,1-d]isoxazole-3-carboxamide BrC1=CC=C2C(CC=3C(=NOC3C2=C1)C(=O)N)C(C)(F)F